(11Z)-11,15-hexadecadiene-13-ynal C(CCCCCCCCC\C=C/C#CC=C)=O